N-({2-[4-Chloro-2-(2H-1,2,3-triazol-2-yl)benzoyl]-4-methyl-2-azabicyclo[3.1.1]heptan-3-yl}methyl)-5-(trifluoromethyl)pyrazin-2-amin ClC1=CC(=C(C(=O)N2C3CC(C(C2CNC2=NC=C(N=C2)C(F)(F)F)C)C3)C=C1)N1N=CC=N1